C1(CC1)C=1C=C(C=C(C1)C1CC1)CN(C1=C(C=C(C(=O)O)C=C1)OCC)C(CN(S(=O)(=O)C1=C(C(=C(C(=C1)F)F)F)F)CC1=C(C(=CC=C1)F)F)=O 4-[(3,5-dicyclopropylphenyl)methyl-[2-[(2,3-difluorophenyl)methyl-(2,3,4,5-tetrafluorophenyl)sulfonyl-amino]acetyl]amino]-3-ethoxy-benzoic acid